ONC(C[C@@H](CC1=CC2=CC=CC=C2C=C1)N1N=NC(=C1)CNC(CC1=CC=CC=C1)=O)=O (R)-N-hydroxy-4-naphthalen-2-yl-3-[4-(phenylacetylamino-methyl)[1,2,3]triazol-1-yl]-butyramide